C1N(CC12CNC2)CC=2N=C(OC2)C(F)(F)F 4-(2,6-diazaspiro[3.3]heptan-2-ylmethyl)-2-(trifluoromethyl)oxazole